FC=1C=CC(=C(C1)CC(O)=C1C(OC(OC1=O)(C)C)=O)[N+](=O)[O-] 5-[2-(5-fluoro-2-nitrophenyl)-1-hydroxyethylidene]-2,2-dimethyl-1,3-dioxane-4,6-dione